OC1=CC=C(C(=N1)C)B(O)O 6-HYDROXY-2-METHYLPYRIDINE-3-BORONIC ACID